4-(6-benzyl-8-isopropyl-5,6,7,8-tetrahydro-1,6-naphthyridin-2-yl)piperazine-1-carboxylic acid tert-butyl ester C(C)(C)(C)OC(=O)N1CCN(CC1)C1=NC=2C(CN(CC2C=C1)CC1=CC=CC=C1)C(C)C